2'-(4-Dimethylamino-phenyl)-3,6,3'-trimethyl-[2,6']bibenzothiazolyl-7-sulfonic acid CN(C1=CC=C(C=C1)C1SC2=C(N1C)C=CC(=C2)C2SC1=C(N2C)C=CC(=C1S(=O)(=O)O)C)C